FC=1C=C(CNC(=O)C2CCN(CC2)C(C)C2=C(C=CC=C2)C(C)C)C=CC1 N-(3-Fluorobenzyl)-1-(1-(2-isopropylphenyl)ethyl)piperidine-4-carboxamide